CC1(C(C(C=2C1=CC1=CC=CC=C1C2N)(C)C)(C)C)C 1,1,2,2,3,3-hexamethyl-2,3-dihydro-1H-cyclopenta[b]Naphthalen-4-amine